Nitrilo triacetate C(C)(=O)ON(OC(C)=O)OC(C)=O